ClC1=C(/C(/NC2=CC=CC=C2)=N\O)C=CC=C1 (E)-2-chloro-N'-hydroxy-N-phenylbenzimidamide